Methyl-[(3-oxo-1H-2-benzothiopyran-4(3H)-yliden)methoxy]acetat COC(COC=C1C(SCC2=C1C=CC=C2)=O)=O